2-(4-(2-oxo-2-((4-(2-oxo-2H-benzopyran-5-yl)thiazol-2-yl)amino)ethyl)phenoxy)pyridine-3-carboxamide O=C(CC1=CC=C(OC2=NC=CC=C2C(=O)N)C=C1)NC=1SC=C(N1)C1=CC=CC2=C1C=CC(O2)=O